N1=C(SC2=C1C1=C(C=C2)OCCO1)N1C(N[C@@H]2[C@H]1CN(CC2)C2COC2)=O |r| rac-(3aR,7aS)-3-(7,8-dihydro[1,4]dioxino[2,3-e][1,3]benzothiazol-2-yl)-5-(oxetan-3-yl)octahydro-2H-imidazo[4,5-c]pyridin-2-one